4-(4-((3-ethyl-9-fluoro-2-oxo-2,3-dihydro-1H-pyrimido[4,5,6-de]quinazolin-8-yl)methyl)piperazin-1-yl)-3-fluorobenzoic acid methyl ester COC(C1=CC(=C(C=C1)N1CCN(CC1)CC1=CC=2C3=C(N(C(NC3=C1F)=O)CC)N=CN2)F)=O